ClC1=C(C=C(OCC(=O)NCC2CCN(CC2)C(=O)OC(C)(C)C)C=C1)F tert-butyl 4-((2-(4-chloro-3-fluorophenoxy)acetamido)methyl)piperidine-1-carboxylate